CN1C=CC2=CC=C(C=C12)NC1=NC(=NC(=C1)C1=CC=CC=C1)C1CCN(CC1)C(=O)OC(C)(C)C tert-butyl 4-(4-((1-methyl-1H-indol-6-yl)amino)-6-phenylpyrimidin-2-yl)piperidine-1-carboxylate